6-(1-((5-chloro-1-methyl-1H-pyrazol-4-yl)sulfonyl)-4-fluoropiperidin-4-yl)-7-methyl-[1,2,4]triazolo[1,5-a]pyridine ClC1=C(C=NN1C)S(=O)(=O)N1CCC(CC1)(F)C=1C(=CC=2N(C1)N=CN2)C